1,2-bis(isocyanato-pentadecylphenoxy)ethane N(=C=O)C=1C(=C(OCCOC2=C(C(=CC=C2)N=C=O)CCCCCCCCCCCCCCC)C=CC1)CCCCCCCCCCCCCCC